((1R,SR)-6-(6-fluoro-2-((tetrahydro-1H-pyrrolizin-7a(5H)-yl)methoxy)-7-(5,6,7,8-tetrahydroisoquinolin-4-yl)quinazolin-4-yl)-2,6-diazabicyclo[3.2.0]hept-2-yl)prop-2-en-1-one FC=1C=C2C(=NC(=NC2=CC1C1=CN=CC=2CCCCC12)OCC12CCCN2CCC1)N1[C@H]2CCN([C@@H]2C1)C(C=C)=O |&1:32|